8-cyclopentyl-6-methoxymethyl-2-(5-piperazin-1-yl-pyridin-2-ylamino)-8H-pyrido[2,3-d]Pyrimidin-7-one C1(CCCC1)N1C(C(=CC2=C1N=C(N=C2)NC2=NC=C(C=C2)N2CCNCC2)COC)=O